ClC1=CC(=NC(=N1)C)NC=1SC(=CN1)C1=CC=NC=C1 N-(6-chloro-2-methyl-pyrimidin-4-yl)-5-(4-pyridinyl)thiazol-2-amine